3-(trifluoromethylsulfonyl)aniline FC(S(=O)(=O)C=1C=C(N)C=CC1)(F)F